C(C)(C)(C)OC(=O)N1CC2(C1)CC(C2)C=2N=C(N(C2)C2=C(C=C(C=C2F)OC)F)N 6-(2-amino-1-(2,6-difluoro-4-methoxyphenyl)-1H-imidazol-4-yl)-2-azaspiro[3.3]heptane-2-carboxylic acid tert-butyl ester